8-(6-ethoxypyridin-3-yl)-1-(4-(piperazin-1-yl)-3-trifluoromethylphenyl)-imidazo[1,5-a]quinoxalin-4(5H)-one C(C)OC1=CC=C(C=N1)C1=CC=C2NC(C=3N(C2=C1)C(=NC3)C3=CC(=C(C=C3)N3CCNCC3)C(F)(F)F)=O